1,2-diethyl-tetra(diethylamino)disilane C(C)[Si]([Si](CC)(N(CC)CC)N(CC)CC)(N(CC)CC)N(CC)CC